C(C=CCCC)=O alpha-hexenal